3-Methoxy-5-(methylthio)benzaldehyde COC=1C=C(C=O)C=C(C1)SC